(R)-1-(4-(4-((2-methoxy-5-methyl-4-((1-methyl-1H-benzo[d][1,2,3]triazol-5-yl)oxy)phenyl)amino)pyrido[3,2-d]pyrimidin-6-yl)-2-methylpiperazin-1-yl)prop-2-en-1-one COC1=C(C=C(C(=C1)OC1=CC2=C(N(N=N2)C)C=C1)C)NC=1C2=C(N=CN1)C=CC(=N2)N2C[C@H](N(CC2)C(C=C)=O)C